FC=1C(=CC2=C(C(NC=3CNC[C@@H](C23)N(C(=O)C=2C=C3CCCC3=CC2)C)=O)C1)F (R)-N-(8,9-difluoro-6-oxo-1,2,3,4,5,6-hexahydrobenzo[c][1,7]naphthyridin-1-yl)-N-methyl-2,3-dihydro-1H-indene-5-carboxamide